ethyl 4-[2-(4-fluorophenyl)-1-oxo-2,3-dihydro-1H-pyrrolo[3,4-c]pyridin-4-yl]-3-methoxybenzoate FC1=CC=C(C=C1)N1CC=2C(=NC=CC2C1=O)C1=C(C=C(C(=O)OCC)C=C1)OC